FC(C)(F)C1=CC=CC(=N1)NC1=CC(=NC=C1OCCO)CC(=O)N (4-((6-(1,1-difluoroethyl)pyridin-2-yl)amino)-5-(2-hydroxyethoxy)pyridin-2-yl)acetamide